(+-)-2,5-dimethoxy-4-iodoaniline hydrochloride Cl.COC1=C(N)C=C(C(=C1)I)OC